6-cyclopropyl-N-(2,2-dimethyl-6-morpholino-3H-benzofuran-5-yl)pyrazolo[1,5-a]pyrimidine-3-carboxamide C1(CC1)C=1C=NC=2N(C1)N=CC2C(=O)NC=2C(=CC1=C(CC(O1)(C)C)C2)N2CCOCC2